C1(CC1)C1=CC(=NN1CC1NCCC1)C=1C(=C(C(=CC1)O)N1CC(NS1(=O)=O)=O)F 5-(3-(5-cyclopropyl-1-(pyrrolidin-2-ylmethyl)-1H-pyrazol-3-yl)-2-fluoro-6-hydroxyphenyl)-1,2,5-thiadiazolidin-3-one 1,1-dioxide